2-(3,5-dichloro-4-(2-fluoro-4-hydroxy-3-isopropylbenzyl)phenoxy)-N-ethyl-N-methylacetamide ClC=1C=C(OCC(=O)N(C)CC)C=C(C1CC1=C(C(=C(C=C1)O)C(C)C)F)Cl